COC(C1=CC=C(C=C1)C1=C(N(C2=CC=CC(=C12)OCC1=CC=CC=C1)C1=CC=C(C=C1)F)C=1CCN(C1)C(C)=O)=O 4-[2-(1-acetyl-2,3-dihydropyrrol-4-yl)-4-benzyloxy-1-(4-fluorophenyl)indol-3-yl]Benzoic acid methyl ester